NC=1SC2=C(N1)C=C(C1=C2NC=N1)C=1C(=CC(=NC1)[C@H](CC)O)C (S)-1-(5-(2-amino-8H-imidazo[4',5':3,4]benzo[1,2-d]thiazol-5-yl)-4-methylpyridin-2-yl)propan-1-ol